C1(CC1)N(CCC(C(=O)O)NC(=O)OC1CCC=2C=NC=CC21)CCCCC2=NC=1NCCCC1C=C2 4-[cyclopropyl-[4-(5,6,7,8-tetrahydro-1,8-naphthyridin-2-yl)butyl]amino]-2-(6,7-dihydro-5H-cyclopenta[c]pyridin-5-yloxycarbonylamino)butanoic acid